ClC1=C2C(=C(N=N1)N[C@H]1[C@@H](CCCC1)O)N(N=C2)C (1R,2R)-2-[(4-chloro-1-methyl-pyrazolo[3,4-d]pyridazin-7-yl)amino]cyclohexanol